C(C)[C@@H]1[C@@H]([C@H]1C=1C=NN(C1)C)C(=O)NC=1N=CC2=CC(=C(C=C2C1)N1CC[NH+](CC1)[C@@]1(COCC1)C)C (1S,2S,3S)-2-ethyl-N-[7-methyl-6-[4-((S)-3-methyltetrahydrofuran-3-yl)piperazin-4-ium-1-yl]-3-isoquinolinyl]-3-(1-methylpyrazol-4-yl)cyclopropanecarboxamide